1-Ethyl 6-hydroxypyrazolo[1,5-a]pyrimidine-3-carboxylate OC=1C=NC=2N(C1)N=CC2C(=O)OCC